CC1(C(C(C=2C1=CC1=CC=CC=C1C2NC2=CC=CC=C2)(C)C)(C)C)C 1,1,2,2,3,3-hexamethyl-N-phenyl-2,3-dihydro-1H-cyclopenta[b]Naphthalen-4-amine